(5-(1H-imidazol-4-yl)pyridin-3-yl)-N,N-dimethyl-methanamine N1C=NC(=C1)C=1C=C(C=NC1)CN(C)C